(4aR,8aS)-6-[3-[[3-Fluoro-5-(Trifluoromethyl)phenyl]methoxy]azetidine-1-carbonyl]-4,4a,5,7,8,8a-hexahydropyrido[4,3-b][1,4]oxazin-3-one FC=1C=C(C=C(C1)C(F)(F)F)COC1CN(C1)C(=O)N1C[C@@H]2[C@@H](OCC(N2)=O)CC1